2-(4-(6-(3-(azetidin-1-yl)phenyl)-5,7-dimethyl-1-oxo-1H-pyrrolo[3,4-d]pyridazin-2(6H)-yl)phenyl)acetamide N1(CCC1)C=1C=C(C=CC1)N1C(=C2C(N(N=CC2=C1C)C1=CC=C(C=C1)CC(=O)N)=O)C